C(C1=CC=CC=C1)(C1=CC=CC=C1)N1CC(C1)(C(=O)O)NCC1=CC=CC=C1 1-Benzhydryl-3-(benzylamino)azetidine-3-carboxylic acid